ClC=1C=C(C(=NC1)N1C(N(C(C1)C#N)C1=CN=CC2=CC=CC=C12)=O)C 1-(5-chloro-3-methylpyridin-2-yl)-3-(isoquinolin-4-yl)-2-oxoimidazolidine-4-carbonitrile